1-(azetidin-1-yl)-6-chloro-4-(prop-1-en-2-yl)-2,7-naphthyridine N1(CCC1)C1=NC=C(C2=CC(=NC=C12)Cl)C(=C)C